(R)-3-((2-amino-6-((1-((benzyloxy)carbonyl)piperidin-4-yl)oxy)phenyl)amino)azepane-1-carboxylate NC1=C(C(=CC=C1)OC1CCN(CC1)C(=O)OCC1=CC=CC=C1)N[C@H]1CN(CCCC1)C(=O)[O-]